COC([C@@H](NC(\C=C\C=1C(=NN(C1)C1=CC=CC=C1)C1=CC2=CC=CC=C2C=C1)=O)CC1=CC=C(C=C1)O)=O (E)-(3-(3-(naphthalen-2-yl)-1-phenyl-1H-pyrazol-4-yl)acryloyl)-L-tyrosine methyl ester